3-(3-(4-methoxybenzyl)-2,4-dioxotetrahydropyrimidin-1(2H)-yl)benzo[d]isoxazole-5-carbaldehyde Osmium [Os].COC1=CC=C(CN2C(N(CCC2=O)C2=NOC3=C2C=C(C=C3)C=O)=O)C=C1